N-[(S)-1-(3,4-dimethoxyphenyl)ethyl]-4-[(S)-5-methyl-1,4-diazepan-1-yl]-8-cyclopropyl-6-methyl-2-oxo-1,2-dihydro-1,7-diaza-3-naphthamide COC=1C=C(C=CC1OC)[C@H](C)NC(=O)C=1C(NC2=C(N=C(C=C2C1N1CCN[C@H](CC1)C)C)C1CC1)=O